C(C)(C)C1N(C(CC1)=O)C(=O)OC(C)(C)C tert-Butyl 2-isopropyl-5-oxopyrrolidine-1-carboxylate